N1=C(C=NC=C1)NC1=NN(C2=C1C=NC(=C2)C(=O)N2CCC(CC2)F)CC(F)(F)F [3-(pyrazin-2-ylamino)-1-(2,2,2-trifluoro-ethyl)-1H-pyrazolo[4,3-c]pyridin-6-yl]-(4-fluoro-piperidin-1-yl)-methanone